ClC1=C(C#N)C=CC(=C1)N1CC2(C[C@@H]1C)CCN(CC2)C=2N=NC(=CC2)C(=O)N2CCC(CC2)CN2CCN(CC2)C2=CC(=CC=C2)NC2C(NC(CC2)=O)=O 2-Chloro-4-((3S)-8-(6-(4-((4-(3-((2,6-dioxopiperidin-3-yl)amino)phenyl)piperazine-1-yl)methyl)piperidine-1-carbonyl)pyridazin-3-yl)-3-methyl-2,8-diazaspiro[4.5]dec-2-yl)benzonitrile